cis-methyl 4-methyl-7-picolinoyl-7-azabicyclo[4.1.1]octane-1-carboxylate CC1CCC2(N(C(C1)C2)C(C2=NC=CC=C2)=O)C(=O)OC